[O-2].[O-2].[O-2].[Al+3].[Eu+3] europium aluminum trioxide